1-(morpholin-4-yl)propan N1(CCOCC1)CCC